N-(4-((1-(tert-butyl)-2-methoxy-1H-benzo[d]imidazol-6-yl)oxy)-3,5-dichlorophenyl)-5-oxo-4,5-dihydro-1,2,4-oxadiazole-3-carboxamide C(C)(C)(C)N1C(=NC2=C1C=C(C=C2)OC2=C(C=C(C=C2Cl)NC(=O)C2=NOC(N2)=O)Cl)OC